BrC=1C(=C(C=C(C1)Br)NC(=O)NC1=CC(=CC(=C1)OC(F)(F)F)F)CO 1-(3,5-dibromo-2-hydroxymethylphenyl)-3-(3-fluoro-5-trifluoromethoxyphenyl)urea